tert-butyl (S)-5-chloro-8-((5-(difluoromethyl)-1-methyl-1H-1,2,3-triazol-4-yl)methoxy)-1-(((R)-4-methyl-2-oxopyrrolidin-1-yl)methyl)-3,4-dihydroisoquinoline-2(1H)-carboxylate ClC1=C2CCN([C@@H](C2=C(C=C1)OCC=1N=NN(C1C(F)F)C)CN1C(C[C@H](C1)C)=O)C(=O)OC(C)(C)C